C(C)N=C=N 3-ethylcarbodiimide